2-chloro-6-[3-[[(1S,4R)-norbornan-2-yl]methoxy]pyrazol-1-yl]pyridine-3-carboxylic acid tert-butyl ester C(C)(C)(C)OC(=O)C=1C(=NC(=CC1)N1N=C(C=C1)OCC1[C@H]2CC[C@@H](C1)C2)Cl